FC=1C(=NC(=NC1)NC1=CC=C(C=C1)N1CCOCC1)OCC1C(CNCC1)F 5-fluoro-4-((3-fluoropiperidin-4-yl)methoxy)-N-(4-morpholinophenyl)pyrimidin-2-amine